N[C@H](C1CCN(CC1)C(C(CO)(C)O)=O)C1=C(C=C(C(=C1)Cl)Cl)O 1-(4-((R)-amino(4,5-dichloro-2-hydroxyphenyl)methyl)piperidin-1-yl)-2,3-dihydroxy-2-methylpropan-1-one